ferrocene bispivalate C(C(C)(C)C)(=O)O.C(C(C)(C)C)(=O)O.[CH-]1C=CC=C1.[CH-]1C=CC=C1.[Fe+2]